1-(2-(4-isopropyl-5-(8-methyl-[1,2,4]triazolo[1,5-a]pyridin-6-yl)-1H-pyrazol-3-yl)thiazol-5-yl)-N,N-dimethylethan-1-amine C(C)(C)C=1C(=NNC1C=1C=C(C=2N(C1)N=CN2)C)C=2SC(=CN2)C(C)N(C)C